C(C)(C)(C)OC[C@H]1C(N([C@H](C(N1)=O)C)C)=O (3S,6S)-3-(tert-Butoxymethyl)-1,6-dimethylpiperazine-2,5-dione